pentyl-2-(trimethylammonio)ethyl phosphate P(=O)(OCC([N+](C)(C)C)CCCCC)([O-])[O-]